FC1=C(\C=N\NC(=O)C2=NC(=CN=C2)C=2C=NC(=CC2)OCC(C)O)C=C(C=C1)OC (E)-N'-(2-fluoro-5-methoxybenzylidene)-6-(6-(2-hydroxypropoxy)pyridin-3-yl)pyrazine-2-carbohydrazide